NC1=NC(=C2N=CN(C2=N1)[C@H]1C[C@H](C1)COP(=O)(OC1=CC=C(C=C1)Br)N[C@H](C)C(=O)OC)OC Methyl (((cis-3-(2-amino-6-methoxy-9H-purin-9-yl)cyclobutyl)methoxy)(4-bromophenoxy)phosphoryl)-D-alaninate